FC1([C@H](C2=C(N(N=C2C(F)(F)F)[C@H]2C[C@@H](OCC2)C(F)(F)F)C1)O)F (4S)-5,5-difluoro-3-(trifluoromethyl)-1-[(2R,4R)-2-(trifluoromethyl)oxan-4-yl]-4,6-dihydrocyclopenta[c]pyrazol-4-ol